5-hydroxy-6'-phenylsulfonyl-1,3,3-trimethyl-spiro-[indoline-2,3'-[3H]-naphtho[2,1-b][1,4]oxazine] OC=1C=C2C(C3(C=NC4=C(O3)C=C(C3=CC=CC=C34)S(=O)(=O)C3=CC=CC=C3)N(C2=CC1)C)(C)C